(Z)-2-(5-Fluoro-1-((6-(4-methoxyphenoxy)pyridin-3-yl)methylene)-2-methyl-1H-inden-3-yl)acetic acid FC=1C=C2C(=C(/C(/C2=CC1)=C/C=1C=NC(=CC1)OC1=CC=C(C=C1)OC)C)CC(=O)O